N-(2-(1H-indol-3-yl)ethyl)-5-(3,5-difluorophenyl)thiazolo[5,4-d]pyrimidin-7-amine N1C=C(C2=CC=CC=C12)CCNC=1C2=C(N=C(N1)C1=CC(=CC(=C1)F)F)SC=N2